3-(3,4-dihydroquinolin-1(2H)-yl)-N-(thiophen-3-ylmethyl)propionamide N1(CCCC2=CC=CC=C12)CCC(=O)NCC1=CSC=C1